trans-rac-2,3-dimethyloxirane C[C@@H]1O[C@H]1C |r|